CCC(CC)NC(=O)C=1SC=C(C1)C=1C=NN2C1N=CC(=C2)NCC2=CC=CC=C2 N-(pentan-3-yl)-4-[6-(benzylamino)pyrazolo[1,5-a]pyrimidin-3-yl]thiophene-2-carboxamide